2-[[4-[5-[(1R)-3-[(1S)-3-benzyloxy-1-methyl-propoxy]-1-methyl-propoxy]-1-tetrahydropyran-2-yl-indazol-3-yl]pyrazol-1-yl]methoxy]ethyl-trimethyl-silane C(C1=CC=CC=C1)OCC[C@@H](OCC[C@H](OC=1C=C2C(=NN(C2=CC1)C1OCCCC1)C=1C=NN(C1)COCC[Si](C)(C)C)C)C